(4-amino-7-fluoro-1,3-dihydrofuro[3,4-c]quinolin-8-yl)((5S)-2-(1'-cyclopropyl-3H-spiro[benzofuran-2,4'-piperidin]-5-yl)-5-methylpiperidin-1-yl)methanone NC1=NC=2C=C(C(=CC2C2=C1COC2)C(=O)N2C(CC[C@@H](C2)C)C=2C=CC1=C(CC3(CCN(CC3)C3CC3)O1)C2)F